(S)-1-(3-(adamantan-1-yl)methyl-1,2,4-oxadiazol-5-yl)-2-(1H-indol-3-yl)ethane-1-amine C12(CC3CC(CC(C1)C3)C2)CC2=NOC(=N2)[C@H](CC2=CNC3=CC=CC=C23)N